capryloyl-glutamic acid anion C(CCCCCCC)(=O)N[C@@H](CCC(=O)[O-])C(=O)[O-]